CC1=C(C(=O)P(C2=C(C=C(C=C2)OCCCCC)OCCCCC)(C(C2=C(C=C(C=C2C)C)C)=O)=O)C(=CC(=C1)C)C bis(2,4,6-trimethylbenzoyl)-2,4-dipentyloxyphenylphosphine oxide